C(CCC)OC1=CC(CCC1)=O 3-butoxy-2-cyclohexene-1-one